NC1CCC(CC1)(C(=O)O)C 4-amino-methyl-cyclohexane-carboxylic acid